ClC1=CC(=C(OCC(=O)C2CCN(CC2)C(=O)OC(C)(C)C)C=C1)[N+](=O)[O-] tert-Butyl 4-(2-(4-chloro-2-nitrophenoxy)acetyl)piperidine-1-carboxylate